BrC=1C=C(C2=C(C(=CO2)C(=O)OCC)C1)CN1[C@@H](CCC1)C(F)(F)F (S)-ethyl 5-bromo-7-((2-(trifluoromethyl)pyrrolidin-1-yl)methyl)benzofuran-3-carboxylate